2-[[4-(1,3-benzo-thiazol-2-yl)piperazin-1-yl]methyl]-N-ethylsulfonyl-benzamide S1C(=NC2=C1C=CC=C2)N2CCN(CC2)CC2=C(C(=O)NS(=O)(=O)CC)C=CC=C2